(3aR,4R,6aR)-1-(5-(2-cyanopyridin-4-yl)oxazole-2-carbonyl)-4-methyl-hexahydropyrrolo[3,4-b]pyrrole-5(1H)-carbonitrile C(#N)C1=NC=CC(=C1)C1=CN=C(O1)C(=O)N1[C@@H]2[C@H](CC1)[C@H](N(C2)C#N)C